2-(5-(3,5-dichloro-4-fluorophenyl)-5-(trifluoromethyl)-4,5-dihydroisoxazol-3-yl)-N-(1-methoxy-2-methylpropan-2-yl)-2,3-dihydro-1H-pyrrolo[3,4-c]pyridine-6-carboxamide ClC=1C=C(C=C(C1F)Cl)C1(CC(=NO1)N1CC=2C=NC(=CC2C1)C(=O)NC(COC)(C)C)C(F)(F)F